(2R,3S,4S,5R)-3-(3,4-difluoro-2-vinylphenyl)-4,5-dimethyl-5-(trifluoromethyl)tetrahydrofuran-2-carboxylic acid tert-butyl ester C(C)(C)(C)OC(=O)[C@@H]1O[C@]([C@H]([C@H]1C1=C(C(=C(C=C1)F)F)C=C)C)(C(F)(F)F)C